C(=C/CCCCCCCCCCCCCCCCCCCC)/N (Z)-Docosen-1-amine